1,3,5-tris(3',5'-di-t-butyl-4'-hydroxybenzyl)-s-triazine-2,4,6(1h,3h,5h)trione C(C)(C)(C)C=1C=C(CN2C(N(C(N(C2=O)CC2=CC(=C(C(=C2)C(C)(C)C)O)C(C)(C)C)=O)CC2=CC(=C(C(=C2)C(C)(C)C)O)C(C)(C)C)=O)C=C(C1O)C(C)(C)C